(6-tert-butyl-3-chloro-5-methyl-pyrrolo[2,3-b]pyrazin-7-yl)methanol C(C)(C)(C)C1=C(C=2C(=NC(=CN2)Cl)N1C)CO